(5-bromopyrimidin-2-yl)methanol BrC=1C=NC(=NC1)CO